CC1=CC=C2C(=N1)C1(CN2)CCC1 5'-methyl-1',2'-dihydrospiro(cyclobutane-1,3'-pyrrolo[3,2-b]pyridine)